CC(CNCC)(C)C trimethyldiethylamine